CC=1C=C2C=CC(OC2=CC1C)=O 6,7-dimethylcoumarin